C1(CCC1)=O cyclobutaneOne